5-{1-hydroxy-2-[m-(trifluoromethyl)phenyl]ethylidene}-2,2-dimethyl-1,3-dioxane-4,6-dione OC(CC1=CC(=CC=C1)C(F)(F)F)=C1C(OC(OC1=O)(C)C)=O